C(C=1C(C(=O)OOOC(C)(C)C)=CC=CC1)(=O)OOOC(C)(C)C di(tert-butylperoxy) phthalate